N1(CCC2CNCCC21)C(=O)O octahydro-1H-pyrrolo[3,2-c]Pyridine-1-carboxylic acid